N-(5-bromo-4-chloro-8-(methylamino)-2,7-naphthyridin-3-yl)cyclopropanecarboxamide BrC1=C2C(=C(N=CC2=C(N=C1)NC)NC(=O)C1CC1)Cl